FC1=CN=C2C=3C(=NC(=NC13)OC[C@]13CCCN3C[C@@H](C1)F)N(C1(CO2)CCC1)C 4'-fluoro-2'-(((2R,7aS)-2-fluorotetrahydro-1H-pyrrolizin-7a(5H)-yl)methoxy)-10'-methyl-8'H,10'H-7'-oxa-1',3',6',10'-tetraazaspiro[cyclobutane-1,9'-cyclohepta[de]naphthalen]